acetoacetamide C(CC(=O)C)(=O)N